FCCOC1=C(C=CC=C1)CCC(C)=O 4-(2-fluoroethoxyphenyl)-2-butanone